5-((6-(cyclopentyloxy)-N-methylbenzopyran-3-carboxamido)methyl)-2-methylfuran-3-carboxylic acid C1(CCCC1)OC=1C=CC2=C(C=C(CO2)C(=O)N(C)CC2=CC(=C(O2)C)C(=O)O)C1